FC(C=1C=C(C(=O)N[C@@H](C)C2=NC=NN2C=2N=CC(=NC2)C(=O)OC)C=C(C1)C(F)(F)F)(F)F methyl 5-(5-{(1S)-1-[3,5-bis(trifluoromethyl)benzamido]ethyl}-1H-1,2,4-triazol-1-yl)pyrazine-2-carboxylate